NC1=NC(=C(C(=C1C#N)C1=CC(=CC=C1)C=1C(=NC=CC1)F)C#N)N1CCCCC1 2-amino-4-(3-(2-fluoropyridin-3-yl)phenyl)-6-(piperidin-1-yl)pyridine-3,5-dinitrile